CN([C@H](C(=O)N)CC=1C=C2C=NN(C2=CC1)S(=O)(=O)C1=CC=C(C)C=C1)C (S)-2-(dimethylamino)-3-(1-tosyl-1H-indazol-5-yl)propionamide